(R)-heptan-2-ol C[C@H](CCCCC)O